2-azabicyclo[2.2.1]heptan-6-ol hydrochloride Cl.C12NCC(CC1O)C2